2-(difluoromethyl)-5-(4-((5-(4-methoxyphenyl)-2H-tetrazol-2-yl)methyl)phenyl)-1,3,4-oxadiazole FC(C=1OC(=NN1)C1=CC=C(C=C1)CN1N=C(N=N1)C1=CC=C(C=C1)OC)F